CC/C=C\\C/C=C\\C/C=C\\C/C=C\\CCCCCCC(=O)CC(=O)SCCNC(=O)CCNC(=O)[C@@H](C(C)(C)COP(=O)(O)OP(=O)(O)OC[C@@H]1[C@H]([C@H]([C@@H](O1)N2C=NC3=C(N=CN=C32)N)O)OP(=O)(O)O)O The molecule is an unsaturated fatty acyl-CoA that results from the formal condensation of the thiol group of coenzyme A with the carboxy group of (10Z,13Z,16Z,19Z)-3-oxodocosatetraenoic acid. It is a 3-oxo-fatty acyl-CoA, a long-chain fatty acyl-CoA and an unsaturated fatty acyl-CoA. It is a conjugate acid of a (10Z,13Z,16Z,19Z)-3-oxodocosatetraenoyl-CoA(4-).